methyl-trimethylammonium bromide [Br-].C[N+](C)(C)C